ClC=1N=C(C2=C(N1)C(=CS2)N(S(=O)(=O)C)C2CC2)N2[C@@H](COCC2)C (R)-N-(2-Chloro-4-(3-methylmorpholinyl)thieno[3,2-d]pyrimidin-7-yl)-N-cyclopropyl-methanesulfonamide